FC(C=1C=CC(=NC1)CNC1C=2N(CCC1)N=CN2)(F)F N-((5-(trifluoromethyl)pyridin-2-yl)methyl)-5,6,7,8-tetrahydro-[1,2,4]triazolo[1,5-a]pyridin-8-amine